C(C)(C)(C)OC(=O)N1CCC(CC1)/C=C/C1=C(C2CCC1C2)C(=O)O (E)-3-(2-(1-(tert-butoxycarbonyl)piperidin-4-yl)vinyl)bicyclo[2.2.1]hept-2-ene-2-carboxylic acid